[C@H]12CC(C[C@H](CCC1)N2)N2N=CC=1C2=NN=C(C1)C1=C(C=C(C=C1)C=1C=NN(C1)C)O 2-(1-((1R,3s,5S)-9-azabicyclo[3.3.1]nonan-3-yl)-1H-pyrazolo[3,4-c]pyridazin-5-yl)-5-(1-methyl-1H-pyrazol-4-yl)phenol